1-(3-hydroxy-5-methoxypyridin-4-yl)ethan-1-one OC=1C=NC=C(C1C(C)=O)OC